methyl 4-{[2-chloro-3-(cyclopropylcarbamoyl) phenyl] amino}-3-cyclopropylbenzoate ClC1=C(C=CC=C1C(NC1CC1)=O)NC1=C(C=C(C(=O)OC)C=C1)C1CC1